FC(C1=CC=CC(=N1)C(=O)NN)(F)F 6-(trifluoromethyl)pyridine-2-carboxylic acid hydrazide